C(CCCCCCC\C=C/C\C=C/CCCCC)(=O)OCC(COC(CCC(OCCCCCCCC)OCCCCCCCC)=O)COC(NCCN(C)C)=O 3-((4,4-bis(octyloxy)butanoyl)oxy)-2-((((2-(dimethylamino)ethyl)carbamoyl)oxy)methyl)propyl (9Z,12Z)-octadeca-9,12-dienoate